(S)-2-(4-(6-((6-carbamoyl-4-methoxypyridin-3-yl)methoxy)pyridin-2-yl)-2,5-difluorobenzyl)-1-(oxetan-2-ylmethyl)-1H-benzo[d]imidazole-6-carboxylic acid C(N)(=O)C1=CC(=C(C=N1)COC1=CC=CC(=N1)C1=CC(=C(CC2=NC3=C(N2C[C@H]2OCC2)C=C(C=C3)C(=O)O)C=C1F)F)OC